sodium iodopalladium salt I[Pd].[Na]